CC1=NC(=CC(=N1)NC1=NC=C(C(=O)NOCC)C(=C1)NC1=C(C=CC=C1)N(C)S(=O)(=O)C1CC1)C 6-((2,6-dimethylpyrimidin-4-yl)amino)-N-ethoxy-4-((2-(N-methylcyclopropanesulfonylamino)Phenyl)amino)nicotinamide